BrC=1C=C2C=C(NC2=NC1)C 5-Bromo-2-methyl-7-azaindole